NCC1=C(NC(=CC1=O)C)C 3-(aminomethyl)-2,6-dimethylpyridin-4(1H)-one